{1-[4-(4-ethoxy-6-methyl-pyrimidin-2-yl)-2,6-difluoro-phenyl]-pyrrolidin-3-yl}-acetic acid C(C)OC1=NC(=NC(=C1)C)C1=CC(=C(C(=C1)F)N1CC(CC1)CC(=O)O)F